C(C)OC([C@@H](NCCC[Si](OCC)(OCC)OCC)CC(=O)OCC)=O (3-triethoxysilylpropyl)aspartic acid diethyl ester